C(C)(C)(C)OC(=O)NCCCN1C(=C(C2=CC=CC=C12)CCCOC1=CC=CC2=CC=CC=C12)C(=O)[O-] 1-{3-[(tert-butoxycarbonyl)amino]propyl}-3-[3-(1-naphthyloxy)propyl]-1H-indole-2-carboxylate